4-hydroxy-6-(trifluoromethyl)quinoline-3-sulfonyl chloride OC1=C(C=NC2=CC=C(C=C12)C(F)(F)F)S(=O)(=O)Cl